(2R,3R)-7,5'-dimethoxy-3,5,2'-trihydroxyflavone COC1=CC(=C2C(C(=C(OC2=C1)C1=C(C=CC(=C1)OC)O)O)=O)O